C(C)(C)C=1C(=C(C(=O)NCC(F)(F)F)C=CC1)OC isopropyl-2-methoxy-N-(2,2,2-trifluoroethyl)benzamide